NCC1=CC(=C(C=C1)N1CCN(CC1)C(=O)OC(C)(C)C)NC tert-Butyl 4-(4-(aminomethyl)-2-(methylamino)phenyl)piperazine-1-carboxylate